3-(4-(sec-butoxy)cyclohexyl)propan-1-ol C(C)(CC)OC1CCC(CC1)CCCO